Glycerol tricaprate C(=O)(CCCCCCCCC)OCC(OC(=O)CCCCCCCCC)COC(=O)CCCCCCCCC